ClC1=CC=C(C=C1)C1CCC(CC1)C(=O)O 4-(4-chlorophenyl)cyclohexane-1-carboxylic acid